BrC=1C(=NN(C1)C1CN(C1)C(=O)OC(C)(C)C)C tert-Butyl 3-(4-bromo-3-methylpyrazol-1-yl)azetidine-1-carboxylate